{4-(2-ethylhexyloxy)-2-hydroxylphenyl}-6-[4-(2-methoxyethyl-carbonyl)phenylamino]-1,3,5-triazine C(C)C(COC1=CC(=C(C=C1)C1=NC(=NC=N1)NC1=CC=C(C=C1)C(=O)CCOC)O)CCCC